6-fluoro-2-(4-piperidinyl)-1,3-benzothiazole FC1=CC2=C(N=C(S2)C2CCNCC2)C=C1